tert-butyl N-{9-[(2R,3S,4R,5S)-3-chloro-3-fluoro-4-hydroxy-5-(iodomethyl)oxolan-2-yl]-6-(methylamino)purin-2-yl}carbamate Cl[C@@]1([C@@H](O[C@@H]([C@H]1O)CI)N1C2=NC(=NC(=C2N=C1)NC)NC(OC(C)(C)C)=O)F